2-methanesulfonyl-6,7-dihydro-4H-pyrazolo[4,3-c]Pyridine-5-carboxylic acid tert-butyl ester C(C)(C)(C)OC(=O)N1CC=2C(CC1)=NN(C2)S(=O)(=O)C